tert-butyl ((2S,3S)-3-((4-nitrophenyl)sulfonamido)butan-2-yl)carbamate [N+](=O)([O-])C1=CC=C(C=C1)S(=O)(=O)N[C@H]([C@H](C)NC(OC(C)(C)C)=O)C